2,4,6-triisopropylphenyl-phosphine C(C)(C)C1=C(C(=CC(=C1)C(C)C)C(C)C)P